(3S,4S,5S)-3,5-difluoro-1-[4-({8-[3-(methanesulfonylmeth-yl)azetidin-1-yl]-5-(propan-2-yl)isoquinolin-3-yl}amino)pyrimidin-2-yl]-3-methylpiperidin-4-ol F[C@]1(CN(C[C@@H]([C@@H]1O)F)C1=NC=CC(=N1)NC=1N=CC2=C(C=CC(=C2C1)C(C)C)N1CC(C1)CS(=O)(=O)C)C